((5-fluoro-2,3-dihydrobenzofuran-4-yl)methyl)-2-((methylamino)methyl)imidazo[1,2-c]pyrimidin-5-amine FC=1C=CC2=C(CCO2)C1CC1=C(N=C2N1C(=NC=C2)N)CNC